(2-(2-phenylbenzofuro[3,2-d]pyrimidin-4-yl)phenyl)boronic acid C1(=CC=CC=C1)C=1N=C(C2=C(N1)C1=C(O2)C=CC=C1)C1=C(C=CC=C1)B(O)O